(3-(pyridin-4-yl)propyl)-1H-pyrrole N1=CC=C(C=C1)CCCN1C=CC=C1